C(#N)C1(CCN(CC1)C(=O)OC(C)(C)C)CC1=CC=NC=C1 Tert-butyl 4-cyano-4-(pyridin-4-ylmethyl)piperidine-1-carboxylate